COC=1C=C2C=CC(=CC2=CC1)CN 6-methoxy-2-naphthylmethylamine